(7-(2-(4-(6-fluorobenzothiophen-4-yl)piperazin-1-yl)ethyl)-2-oxo-3,4-dihydroquinoline-1(2H)-yl)-2-methylbutyric acid methyl ester COC(C(CC)(C)N1C(CCC2=CC=C(C=C12)CCN1CCN(CC1)C1=CC(=CC2=C1C=CS2)F)=O)=O